1-cyclopropyl-N-{cis-3-[methyl-(7H-pyrrolo[2,3-d]pyrimidin-4-yl)amino]cyclobutyl}methanesulfonamide C1(CC1)CS(=O)(=O)N[C@@H]1C[C@@H](C1)N(C=1C2=C(N=CN1)NC=C2)C